3,6,9,12,15-pentaoxaoctadecane CCOCCOCCOCCOCCOCCC